(1R,2S)-2-(difluoromethyl)-N-(8-(methylamino)-5-(6-morpholino-[1,2,4]triazolo[1,5-a]pyridin-2-yl)-2,7-naphthyridin-3-yl)cyclopropane-1-carboxamide FC([C@@H]1[C@@H](C1)C(=O)NC=1N=CC2=C(N=CC(=C2C1)C1=NN2C(C=CC(=C2)N2CCOCC2)=N1)NC)F